C(C)(C)(C)OC(=O)N1C(CN(CC1)C1=CC(=CC=C1)N=C=O)C(=O)O 1-(tert-butoxycarbonyl)-4-(3-isocyanatophenyl)piperazine-2-carboxylic acid